C(C)S(=O)CC1CC[NH2+]CC1 4-(ethylsulfinylmethyl)piperidin-1-ium